3-butylheptyl 8-({3-[(tert-butoxycarbonyl)amino]propyl}[8-(heptadecan-9-yloxy)-8-oxooctyl]amino)octanoate C(C)(C)(C)OC(=O)NCCCN(CCCCCCCC(=O)OCCC(CCCC)CCCC)CCCCCCCC(=O)OC(CCCCCCCC)CCCCCCCC